(2R,3R,4S,5R,6R)-6-((5-cyclobutylisoxazol-3-yl)methyl)-2-(hydroxymethyl)-5-methoxy-4-(4-(2,3,4-trifluorophenyl)-1H-1,2,3-triazol-1-yl)tetrahydro-2H-pyran-3-ol C1(CCC1)C1=CC(=NO1)C[C@@H]1[C@@H]([C@H]([C@H]([C@H](O1)CO)O)N1N=NC(=C1)C1=C(C(=C(C=C1)F)F)F)OC